N,N-dimethyl-1-(2-((4-(trifluoromethyl)pyrimidin-2-yl)thio)phenyl)piperidin-4-amine CN(C1CCN(CC1)C1=C(C=CC=C1)SC1=NC=CC(=N1)C(F)(F)F)C